3-methyl-4,5,6,7-tetrahydro-1H-indole-2-carbaldehyde CC1=C(NC=2CCCCC12)C=O